BrCCC(=O)N(C)C1=C[C@H]([C@@H](CC1)N1N=C2C=C(C(=CC2=C1)Br)OC)C |r| rac-3-bromo-N-((3R,4R)-4-(5-bromo-6-methoxy-2H-indazol-2-yl)-3-methylcyclohex-1-en-1-yl)-N-methylpropanamide